C(=O)O.C12N(CC(NC1)C2)C(=O)C2=C(C=C(C=C2)NC=2C=1N(C=CN2)C(=CN1)C=1C(=NN(C1)CC(F)F)C(F)(F)F)CC (2,5-diazabicyclo[2.2.1]heptan-2-yl)(4-((3-(1-(2,2-difluoroethyl)-3-(trifluoromethyl)-1H-pyrazol-4-yl)imidazo[1,2-a]pyrazin-8-yl)amino)-2-ethylphenyl)methanone formate